ClC1=C(C=CC2=C1N=C(S2)C)C2=CC1=C(N=C(N=C1)NC1=CC=C(C=C1)N1CCN(CC1)CC)N1C2=NN=C1 6-(4-chloro-2-methylbenzo[d]thiazol-5-yl)-N-(4-(4-ethylpiperazin-1-yl)phenyl)-[1,2,4]triazolo[4',3':1,6]pyrido[2,3-d]pyrimidin-2-amine